methyl (S)-2-((tert-butoxycarbonyl)amino)-3-(4-(2-(6-(4-chlorophenyl)imidazo[1,2-b]pyridazin-2-yl)acetamido)phenyl)propanoate C(C)(C)(C)OC(=O)N[C@H](C(=O)OC)CC1=CC=C(C=C1)NC(CC=1N=C2N(N=C(C=C2)C2=CC=C(C=C2)Cl)C1)=O